(±)-trans-9,10-epoxyoctadecanoic acid C(CCCCCCCC1C(CCCCCCCC)O1)(=O)O